tert-butyl N-[4-isopropoxy-6-(trifluoromethyl)-3-pyridyl]carbamate C(C)(C)OC1=C(C=NC(=C1)C(F)(F)F)NC(OC(C)(C)C)=O